NC=1C=C(C(=NC1)N1CCC2(CN(C2)C(=O)OC(C)(C)C)CC1)F tert-butyl 7-(5-amino-3-fluoro-2-pyridinyl)-2,7-diazaspiro[3.5]nonane-2-carboxylate